1H,5H-benzo[ij]quinolizine C1C=CN2CC=CC3=C2C1=CC=C3